FC1=C2C(=NC=3N(C2=CC=C1F)C=NN3)C3CCNC1=C(O3)C(=CC=C1)C#CC1(CC1)C(F)(F)F (6,7-difluoro-[1,2,4]triazolo[4,3-a]quinazolin-5-yl)-9-((1-(trifluoromethyl)cyclopropyl)ethynyl)-2,3,4,5-tetrahydrobenzo[b][1,4]oxazepine